CN1C(C2(CC3=CC=CC=C3C2)C2=C3C(=NC=C21)NC(=C3)C3=CC=C(C=C3)CN3CCC(CC3)S(=O)(=O)C)=O 6-methyl-2-(4-((4-(methylsulfonyl)piperidin-1-yl)methyl)phenyl)-1',3,3',6-tetrahydro-7H-spiro[dipyrrolo[2,3-b:3',2'-d]pyridine-8,2'-inden]-7-one